C(CCCCCC)SC1=C(C=CC=C1)C1=NCC(N(C2=C1C=C(C=C2)[N+](=O)[O-])C)=O 5-[2-(heptylsulfanyl)phenyl]-1-methyl-7-nitro-2,3-dihydro-1H-1,4-benzodiazepin-2-one